ClC=1C(=C(C=CC1)C1=C(C2=C(CCC1)C=C(C=C2)O)C2=CC=C(C=C2)O[C@@H]2CN(CC2)CCCF)F 6-(3-chloro-2-fluoro-phenyl)-5-[4-[(3S)-1-(3-fluoropropyl)pyrrolidin-3-yl]oxyphenyl]-8,9-dihydro-7H-benzo[7]annulen-2-ol